NC=1C(=NON1)C1=NC2=C(N1CC=1N=CC(=NC1)C#N)C=CC=C2F 5-[[2-(4-amino-1,2,5-oxadiazol-3-yl)-4-fluoro-benzoimidazol-1-yl]methyl]pyrazine-2-carbonitrile